ClC=1C(=C2C(=[N+](C1)[O-])NC=C2)C(=O)OC E-5-chloro-4-(methoxycarbonyl)-1H-pyrrolo[2,3-b]pyridine 7-oxide